trans-5-(benzyloxymethyl)-3-[[5-[[5-hydroxy-2-adamantyl]amino]-1,6-naphthyridin-7-yl]amino]pyrazole-1-carboxylic acid tert-butyl ester C(C)(C)(C)OC(=O)N1N=C(C=C1COCC1=CC=CC=C1)NC1=NC(=C2C=CC=NC2=C1)NC1C2CC3CC(CC1C3)(C2)O